6-(1-bromoethyl)-4-(trifluoromethyl)pyridazine-3(2H)-one BrC(C)C=1C=C(C(NN1)=O)C(F)(F)F